[Si](C)(C)(C(C)(C)C)OCC12CCC(CC1)(N2C(=O)OC(C)(C)C)C#CC2=CC=C(C=C2)OC(F)(F)F tert-butyl 1-(((tert-butyldimethylsilyl)oxy)methyl)-4-((4-(trifluoromethoxy)phenyl)ethynyl)-7-azabicyclo[2.2.1]heptane-7-carboxylate